azelaoyl bromide C(CCCCCCCC(=O)Br)(=O)Br